F.[Ni](F)F nickel fluoride, hydrofluoride